tert-butyl (4-chloro-1-methyl-1H-pyrazolo[3,4-d]pyrimidin-6-yl)carbamate ClC1=C2C(=NC(=N1)NC(OC(C)(C)C)=O)N(N=C2)C